[N+](=O)([O-])C1=CC=C(COC(C(C([C@H](C)[C@H]2NC([C@@H]2[C@@H](C)NC(CN2N=NN=C2)=O)=O)=O)=[N+]=[N-])=O)C=C1 (R)-4-((2R,3R)-3-((R)-1-(2-(1H-tetrazol-1-yl)acetamido)ethyl)-4-oxoazetidin-2-yl)-2-diazo-3-oxopentanoic acid 4-nitrobenzyl ester